C1(CC1)N1CC2=CC=C(C=C2C1=O)OC=1C=C2C(CCOC2=CC1[N+](=O)[O-])OP(=O)(NCCBr)NCCBr di((2-bromoethyl)amino)phosphinic acid 6-((2-cyclopropyl-3-oxoisoindolin-5-yl) oxy)-7-nitrochroman-4-yl ester